BrC=1C=CC2=C(OCCN2)N1 C6-bromo-2,3-dihydro-1H-pyrido[2,3-b][1,4]oxazine